N1(CCOCC1)NC(C(CC1=CC=CC=C1)CS)=O N-(4-morpholinyl)-3-phenyl-2-(sulfanylmethyl)propionamide